(rac)-methyl 4-((3-(4-(((3R,4S)-3-fluoro-1-methylpiperidin-4-yl)amino)-1-(2,2,2-trifluoroethyl)-1H-indol-2-yl)prop-2-yn-1-yl)amino)-3-methoxybenzoate F[C@@H]1CN(CC[C@@H]1NC1=C2C=C(N(C2=CC=C1)CC(F)(F)F)C#CCNC1=C(C=C(C(=O)OC)C=C1)OC)C |r|